CN1N=C(C=C1)NC1CCC(CC1)OC1=C2C=CC=NC2=CC(=N1)N1CCOCC1 1-methyl-N-((1s,4s)-4-((7-morpholino-1,6-naphthyridin-5-yl)oxy)cyclohexyl)-1H-pyrazol-3-amine